C(C)(C)(C)[Si](C)(C)OC1CC=C(C(C1)Br)Br (+-)-tert-butyl-((4,5-dibromocyclohex-3-en-1-yl)oxy)dimethylsilane